Calcium-indium sulfur (cis-3-(aminomethyl)cyclobutyl)((S)-1-(4-fluorophenyl)-3,4-dihydroisoquinolin-2(1H)-yl)methanone NC[C@H]1C[C@H](C1)C(=O)N1[C@H](C2=CC=CC=C2CC1)C1=CC=C(C=C1)F.[S].[In].[Ca]